C(C(O)CC(=O)[O-])(=O)OC(\C=C\C1=CC=C(C=C1)O)=O coumaroyl malate